N-(3-Aminophenethyl)-2-ethynyl-thiazole-4-carboxamide lithium [Li].NC=1C=C(CCNC(=O)C=2N=C(SC2)C#C)C=CC1